C(#C)C1=CC=C(C=C1)OC1=CC=CC=C1 1-ethynyl-4-phenoxybenzene